OC=1C(=C2C(N(C=NC2=CC1)C1CCC2(C1)CCN(CC2)C(=O)OC(C)(C)C)=O)C tert-butyl 3-(6-hydroxy-5-methyl-4-oxo-quinazolin-3-yl)-8-azaspiro[4.5]decane-8-carboxylate